2-(N-methyl-2,4,6-triiodophenylamino)ethanol CN(CCO)C1=C(C=C(C=C1I)I)I